C(CC)(=O)OCC(OC(CC)=O)COC(CC)=O Glycerol tripropionoate